2,3,5-triphenyl-tetrazole chloride [Cl-].C1(=CC=CC=C1)N1NC(=NN1C1=CC=CC=C1)C1=CC=CC=C1